6-Bromo-5-fluoro-3-oxoindole-4-carboxylic acid BrC=1C(=C(C=2C(C=NC2C1)=O)C(=O)O)F